D-glucosamine 6-phosphate disodium salt [Na+].[Na+].P(=O)([O-])([O-])OC[C@@H]1[C@H]([C@@H]([C@H](C(O)O1)N)O)O